N,N-dimethylpyridine-4-sulfonamide CN(S(=O)(=O)C1=CC=NC=C1)C